OC1=C(C(N(C=C1)C)=O)NC(N[C@@H](CC(=O)O)C1=CC(=CC=C1)OC1=C(C=CC=C1)C)=O (S)-3-(3-(4-hydroxy-1-methyl-2-oxo-1,2-dihydropyridin-3-yl)ureido)-3-(3-(o-tolyloxy)phenyl)propanoic acid